Trans-2-[4-[5-(methoxymethyl)-4-(4-methylphenyl)-1,2,4-triazol-3-yl]cyclohexyl]oxopyrazine methyl-2-methoxy-4-(4-methoxy-2-methyl-4-oxobutanamido)pyridine-3-carboxylate COC(=O)C=1C(=NC=CC1NC(C(CC(=O)OC)C)=O)OC.COCC=1N(C(=NN1)[C@@H]1CC[C@H](CC1)C1N=CC=NC1=O)C1=CC=C(C=C1)C